COCOC1=C(C=CC(=C1)C1=CC(N(C=C1)C)=O)C1=CC=C(N=N1)N(C1C[C@]2(CC[C@@](C1)(N2C(=O)OC(C)(C)C)C)C)C tert-butyl (1R,3s,5S)-3-((6-(2-(methoxymethoxy)-4-(1-methyl-2-oxo-1,2-dihydropyridin-4-yl)phenyl)pyridazin-3-yl)(methyl)amino)-1,5-dimethyl-8-azabicyclo[3.2.1]octane-8-carboxylate